N,N-dimethyl-5-(2-(2-methylpyridin-4-yl)-1H-indol-5-yl)pyridin-3-amine CN(C=1C=NC=C(C1)C=1C=C2C=C(NC2=CC1)C1=CC(=NC=C1)C)C